4-((3-fluoro-6-((5-methyl-1H-pyrazol-3-yl)amino)-pyridin-2-yl)methyl)-2-methyl-1-((1-methyl-1H-indazol-7-yl)methyl)-piperidine-4-carboxylic acid FC=1C(=NC(=CC1)NC1=NNC(=C1)C)CC1(CC(N(CC1)CC=1C=CC=C2C=NN(C12)C)C)C(=O)O